OC1(CC(C1)N1C=NC2=C1C(=CC(=C2)OCCN2CCC1(C(NC3=CC=CC=C3C1)=O)CC2)C(F)(F)F)C 1-(2-{1-[(cis)-3-hydroxy-3-methylcyclobutyl]-7-(trifluoromethyl)-1H-1,3-benzimidazol-5-yloxy}ethyl)-1'H,4'H-spiro[piperidine-4,3'-quinolin]-2'-one